Caproylproline C(CCCCC)(=O)N1[C@@H](CCC1)C(=O)O